N-(3-(9-fluoro-5-oxo-1-thioxo-1,2-dihydro-[1,2,4]triazolo[4,3-a]quinazolin-4(5H)-yl)propyl)-2-(3-methoxyphenyl)acetamide FC=1C=CC=C2C(N(C=3N(C12)C(NN3)=S)CCCNC(CC3=CC(=CC=C3)OC)=O)=O